3-(7-azaspiro[3.5]nonan-2-yl)-6-[2-cyano-6-fluoro-3-[[2-hydroxyethyl(methyl)sulfamoyl]amino]phenoxy]-4-oxo-quinazoline C1C(CC12CCNCC2)N2C=NC1=CC=C(C=C1C2=O)OC2=C(C(=CC=C2F)NS(N(C)CCO)(=O)=O)C#N